C(C)ON=C(CC)C1=CCC(CC1O)C1=C(C=C(C=C1C)C)C 2-[1-(ethoxyimino)propyl]-3-hydroxy-5-(2,4,6-trimethyl-phenyl)cyclohexene